di-sodium (5-(2-fluoropyridin-4-yl)-2,3-dihydro-1H-inden-4-yl)(3-sulfinato-1-((2-(trimethylsilyl)ethoxy)methyl)-1H-1,2,4-triazol-5-yl)-amide FC1=NC=CC(=C1)C=1C(=C2CCCC2=CC1)[N-]C1=NC(=NN1COCC[Si](C)(C)C)S(=O)[O-].[Na+].[Na+]